N-{4-[7-chloro-5-cyclopropyl-3-(4-fluorophenyl)-4-oxo-4,5-dihydro-1H-pyrrolo[3,2-c]pyridin-2-yl]pyridin-2-yl}acetamide ClC=1C2=C(C(N(C1)C1CC1)=O)C(=C(N2)C2=CC(=NC=C2)NC(C)=O)C2=CC=C(C=C2)F